N-(3-amino-5-fluoro-6-((2-methylbenzyl)oxy)pyridin-2-yl)acetamide NC=1C(=NC(=C(C1)F)OCC1=C(C=CC=C1)C)NC(C)=O